C(#N)C1=C(C=C(CNC(=O)C=2C(N(C3=C(N=CC=C3C2)OCC2(CC2)S(=O)(=O)C2COC2)C)=O)C=C1)F N-(4-cyano-3-fluorobenzyl)-1-methyl-8-((1-(oxetan-3-ylsulfonyl)cyclopropyl)methoxy)-2-oxo-1,2-dihydro-1,7-naphthyridine-3-carboxamide